C(CCCCCCCCCCCCCCCCC)OC(CCC1=CC(=C(C(=C1)C(C)(C)C)O)C(C)(C)C)=O β-(3,5-di-tert-butyl-4-hydroxyphenyl)propionic acid n-octadecyl ester